ClC=1C=C2C=CC(=NC2=C(C1)S(=O)(=O)NC1=C(C=CC=C1)C#CC=1C=CC=NC1)C 5-{2-[2-(6-Chloro-2-methylchinolin-8-sulfonamido)phenyl]ethynyl}pyridin